[4-(1-amino-4-methylphthalazin-6-yl)-2-methyl-1,3-benzoxazol-6-yl]boronic acid formate salt C(=O)O.NC1=NN=C(C2=CC(=CC=C12)C1=CC(=CC2=C1N=C(O2)C)B(O)O)C